1,3-diisocyanato-2-methylbenzene N(=C=O)C1=C(C(=CC=C1)N=C=O)C